3,4-diethoxystyrene C(C)OC=1C=C(C=C)C=CC1OCC